2-CHLORO-2-METHYLPROPANAL ClC(C=O)(C)C